B([O-])(O)O.CC(C(=O)O)C(=O)O.CC(C(=O)O)C(=O)O.[Li+] lithium bis(methylmalonate) borate